FC1(OC2=C(C=CC3=C2C(OC3=O)O)C13CCN(CC3)C(=O)OC(C)(C)C)F tert-butyl 2,2-difluoro-8-hydroxy-6-oxo-6,8-dihydro-2H-spiro[benzo[2,1-b:3,4-c']difuran-3,4'-piperidine]-1'-carboxylate